ethyl N-[(1-{4-[4-({[3-(trifluoromethoxy)phenyl]methyl} carbamoyl)-1H-1,2,3-triazol-1-yl] butyl}-1H-1,2,3-triazol-4-yl)methyl]carbamate FC(OC=1C=C(C=CC1)CNC(=O)C=1N=NN(C1)CCCCN1N=NC(=C1)CNC(OCC)=O)(F)F